4-(2-(4-((2-methoxyethoxy)methoxy)-3-(methylsulfonylamino)phenyl)-1-oxo-1,2,3,4-tetrahydroisoquinolin-6-yl)benzoic acid COCCOCOC1=C(C=C(C=C1)N1C(C2=CC=C(C=C2CC1)C1=CC=C(C(=O)O)C=C1)=O)NS(=O)(=O)C